((7-(((3S,6S,10aR,Z)-9-methyl-5-oxo-3-(6-phenyl-4-azaspiro[2.4]heptane-4-carbonyl)-1,2,3,5,6,7,10,10a-octahydropyrrolo[1,2-a]azocin-6-yl)carbamoyl)naphthalen-2-yl)methyl)phosphonic acid C/C=1/C[C@@H]2N(C([C@H](C\C1)NC(=O)C1=CC=C3C=CC(=CC3=C1)CP(O)(O)=O)=O)[C@@H](CC2)C(=O)N2C1(CC1)CC(C2)C2=CC=CC=C2